BrC1=CC=C(C=C1)C1=NC(=CC(=C1)C(=O)O)C1=CC=C(C=C1)Cl (4-Bromophenyl)-6-(4-chlorophenyl)pyridine-4-carboxylic acid